C[C@@H]1C(N(C2=C(O1)C=C(C=C2)NC(OC2CCCC2)=O)[C@@H](C)C2=CC=CC=C2)=O cyclopentyl ((R)-2-methyl-3-oxo-4-((S)-1-phenylethyl)-3,4-dihydro-2H-benzo[b][1,4]oxazin-7-yl)carbamate